C(C)(=O)NCCCCC(NC(C(NC(CCOCCOCCOCCNC(OCC1=CC=CC=C1)=O)=O)CCCCNC(=O)OC(C)(C)C)=O)C(=O)OC(C)(C)C tert-butyl 21-(4-acetamidobutyl)-18-(4-((tert-butoxycarbonyl)amino)butyl)-3,16,19-trioxo-1-phenyl-2,7,10,13-tetraoxa-4,17,20-triazadocosan-22-oate